4-(dibromomethyl)piperidine-1-carboxylic acid tert-butyl ester C(C)(C)(C)OC(=O)N1CCC(CC1)C(Br)Br